O[C@H]1[C@@H](C(N(C1)C1=NN(C=C1NC(=O)C=1N=C(OC1)C1=CC(=NC=C1)NCC(F)(F)F)C)=O)C N-(3-((3S,4S)-4-hydroxy-3-methyl-2-oxopyrrolidin-1-yl)-1-methyl-1H-pyrazol-4-yl)-2-(2-((2,2,2-trifluoroethyl)amino)pyridin-4-yl)-1,3-oxazole-4-carboxamide